4-(3-(3-isopropyl-1H-indazol-5-yl)imidazo[1,2-b]pyridazin-6-yl)-2,2,6,6-tetramethylmorpholine C(C)(C)C1=NNC2=CC=C(C=C12)C1=CN=C2N1N=C(C=C2)N2CC(OC(C2)(C)C)(C)C